ClC1=NN(C2=NC(=NC=C21)Cl)CCCOC2=NN(C(=C2[N+](=O)[O-])C)C=2C(=NC(=NC2)C)OC 3,6-di-chloro-1-(3-((1-(4-methoxy-2-methylpyrimidin-5-yl)-5-methyl-4-nitro-1H-pyrazol-3-yl)oxy)propyl)-1H-pyrazolo[3,4-d]pyrimidine